6'-fluoro-1',5,5-trimethyl-2',4-dioxospiro[cyclohexane-1,3'-indolin] FC1=CC=C2C3(C(N(C2=C1)C)=O)CCC(C(C3)(C)C)=O